(1s,4s)-4-(2-(cyclopentylamino)-8-(2,4,6-trichlorophenylamino)-9H-purin-9-yl)-1-methylcyclohexanecarboxamide C1(CCCC1)NC1=NC=C2N=C(N(C2=N1)C1CCC(CC1)(C(=O)N)C)NC1=C(C=C(C=C1Cl)Cl)Cl